2-Mercaptomethyl-6-mercapto-1,4-dithiacycloheptan SCC1SCC(CSC1)S